C(C=C)(=O)OC1=CC=CC=C2C=CC=CC=C12 heptalenyl acrylate